1-(3-((9-(4-(tert-butyl)pyridin-2-yl)-9H-carbazol-2-yl)oxy)phenyl)-3-(5',5''-diphenyl-[1,1':3',1'':3'',1''':3''',1''''-quinquephenyl]-2''-yl)-1H-benzo[d]imidazol-3-ium chloride [Cl-].C(C)(C)(C)C1=CC(=NC=C1)N1C2=CC=CC=C2C=2C=CC(=CC12)OC=1C=C(C=CC1)N1C=[N+](C2=C1C=CC=C2)C2=C(C=C(C=C2C2=CC(=CC=C2)C2=CC=CC=C2)C2=CC=CC=C2)C=2C=C(C=C(C2)C2=CC=CC=C2)C2=CC=CC=C2